BrC1=CC2=CC=C(C(=C2C=C1)C1=CC=CC2=CC(=CC=C12)Br)O 6,6'-dibromo-1,1'-binaphthol